ClC=1C=CC(=C(C1)C1=NC(=C2N=CN(C2=N1)CC1=CC=C(C=C1)OC)N1N=CC=2C=NC=CC21)F 2-(5-chloro-2-fluorophenyl)-9-(4-methoxybenzyl)-6-(1H-pyrazolo[4,3-c]pyridin-1-yl)-9H-purine